C(#N)C1=CC(=C(COC2=CC=CC(=N2)C2=CC(N(C=C2)CC2=NC=3C(=NC(=CC3)C(=O)OC)N2C[C@H]2OCC2)=O)C=C1)F (S)-methyl 2-((6-((4-cyano-2-fluorobenzyl) oxy)-2'-oxo-[2,4'-bipyridin]-1'(2'H)-yl) methyl)-3-(oxetan-2-ylmethyl)-3H-imidazo[4,5-b]pyridine-5-carboxylate